C(C)(C)(C)[C@H]1N2C(C3=CC(=C(C=C3C1)OCCCOC)OC([2H])([2H])[2H])=C(C(C(=C2)C(=O)OC([2H])([2H])[2H])=O)F methyl-d3 (S)-6-(tert-butyl)-1-fluoro-10-(methoxy-d3)-9-(3-methoxypropoxy)-2-oxo-6,7-dihydro-2H-pyrido[2,1-a]isoquinoline-3-carboxylate